C(C)[S@H]1[C@@H](SCCC1)C=1CC(C1C1=CC=CC=C1)C1=CC=CC=C1 trans-S-ethyl-2-(1,3-dithian-2-yl)-3,4-diphenylcyclobut-2-en